(2S,4R)-N-((R)-1-(4-carbamimidoylthiophen-2-yl)ethyl)-4-fluoro-4-(fluoromethyl)-1-((4-(p-tolyloxy)benzoyl)glycyl)pyrrolidine-2-carboxamide C(N)(=N)C=1C=C(SC1)[C@@H](C)NC(=O)[C@H]1N(C[C@](C1)(CF)F)C(CNC(C1=CC=C(C=C1)OC1=CC=C(C=C1)C)=O)=O